Tert-butyl 4-[5-[(1S)-1-[(2S,4R)-4-hydroxy-2-[[(1S)-1-[4-(4-methylthiazol-5-yl)phenyl]ethyl]carbamoyl]pyrrolidine-1-carbonyl]-2-methyl-propyl]isoxazol-3-yl]oxypiperidine-1-carboxylate O[C@@H]1C[C@H](N(C1)C(=O)[C@@H](C(C)C)C1=CC(=NO1)OC1CCN(CC1)C(=O)OC(C)(C)C)C(N[C@@H](C)C1=CC=C(C=C1)C1=C(N=CS1)C)=O